[NH4+].[NH4+].P(=O)(O)(O)OCCCNC(OC1=C(C(=CC(=C1)CCCCC)O)[C@H]1[C@@H](CCC(=C1)C)C(=C)C)=O (1'R,2'R)-6-hydroxy-5'-methyl-4-pentyl-2'-(prop-1-en-2-yl)-1',2',3',4'-tetrahydro-[1,1'-biphenyl]-2-yl (3-(phosphonooxy)propyl)carbamate di-ammonium salt